NC1=NC(=C2N=CN(C2=N1)CC1=C(C=C(C=C1)[N+](=O)[O-])F)C1=NC=CC(=C1)C#N 2-[2-amino-9-[(2-fluoro-4-nitro-phenyl)methyl]purin-6-yl]pyridine-4-carbonitrile